FC=1C(=CC(=NC1)OC)C1=CC(=NN1)C(=O)N1CCC(CC1)C(=O)NC1OCCCC1 1-[5-(5-fluoro-2-methoxypyridin-4-yl)-1H-pyrazole-3-carbonyl]-N-(oxan-2-yl)piperidine-4-carboxamide